tert-butyl-(3R)-3-hydroxyazepane-1-carboxylate C(C)(C)(C)OC(=O)N1C[C@@H](CCCC1)O